5-chloro-4-fluoro-2-(((2R,7aS)-2-fluorotetrahydro-1H-pyrrolizin-7a(5H)-yl)methoxy)-10,11-dimethyl-8,9,10,11-tetrahydro-7-oxa-1,3,6,11-tetraazacycloocta[de]naphthalene ClC1=C(C=2N=C(N=C3C2C(=N1)OCCC(N3C)C)OC[C@]31CCCN1C[C@@H](C3)F)F